2-(4-(1H-pyrazol-1-yl)cyclohexyl)propanoyl chloride N1(N=CC=C1)C1CCC(CC1)C(C(=O)Cl)C